C(C)(=O)C1=CN(C2=C(C=C(C=C12)C=1C=NC=2N(C1)N=C(C2)C)C)CC(=O)O 2-(3-acetyl-7-methyl-5-(2-methylpyrazolo[1,5-a]pyrimidin-6-yl)-1H-indol-1-yl)acetic acid